(S)-2-chloro-4-[(2-phenylpropyl)amino]pyrimidin-5-carboxamide ClC1=NC=C(C(=N1)NC[C@@H](C)C1=CC=CC=C1)C(=O)N